6-((6,7-dimethoxyquinazolin-4-yl)methyl)-2-imino-2λ6-thia-6-azaspiro[3.3]heptane 2-oxide COC=1C=C2C(=NC=NC2=CC1OC)CN1CC2(CS(C2)(=N)=O)C1